4-(3-isopropyl-1-methyl-1H-pyrazol-4-yl)-7-methoxyquinazolin-6-ol C(C)(C)C1=NN(C=C1C1=NC=NC2=CC(=C(C=C12)O)OC)C